5-[4-(2-cyclopentyloxy-pyridin-3-yl)-phenyl]-5,5-difluoro-pentanoic acid C1(CCCC1)OC1=NC=CC=C1C1=CC=C(C=C1)C(CCCC(=O)O)(F)F